ClC=1C=CC2=C(N=C(O2)C23CCC(CC2)(CC3)NC(=O)C3(CS(CC3)(=O)=O)C)C1 N-[4-(5-chloro-1,3-benzoxazol-2-yl)-1-bicyclo[2.2.2]octanyl]-3-methyl-1,1-dioxo-thiolane-3-carboxamide